dimethyl-mercaptoimidazole methyl-5-[[5-chloro-4-(cyclopentylamino)pyrimidin-2-yl]amino]-3-ethyl-2-(trifluoromethylsulfonyloxy)benzoate COC(C1=C(C(=CC(=C1)NC1=NC=C(C(=N1)NC1CCCC1)Cl)CC)OS(=O)(=O)C(F)(F)F)=O.CC1=C(N=C(N1)S)C